4-(aminomethyl)-6-(1-methyl-5-(1-oxo-5-(prop-1-yn-1-yl)isoindol-2-yl)-1H-pyrazol-4-yl)phthalazin-1(2H)-one NCC1=NNC(C2=CC=C(C=C12)C=1C=NN(C1N1C(C2=CC=C(C=C2C1)C#CC)=O)C)=O